(4-chlorophenyl)-8-(1-methyl-1H-pyrazol-4-yl)imidazo[1,5-a]pyrazin-3(2H)-one ClC1=CC=C(C=C1)C=1NC(N2C1C(=NC=C2)C=2C=NN(C2)C)=O